1-(9-(3,6-dibromo-9H-carbazol-9-yl)nonyl)pyrimidine-2,4(1H,3H)-dione BrC=1C=CC=2N(C3=CC=C(C=C3C2C1)Br)CCCCCCCCCN1C(NC(C=C1)=O)=O